N1=CC(=CC=C1)C1CCN(CC1)C(=O)N 4-(pyridin-3-yl)piperidine-1-carboxamide